C(#N)N1CC(CC1)CNC(=O)C=1OC(=CN1)C1=CC=CC=C1 N-((1-Cyanopyrrolidin-3-yl)methyl)-5-phenyloxazol-2-carboxamid